3-Hydroxypropyl-9-{[(4-chloro-2,6-dimethylphenyl)acetyl] amino}-1,5-dioxaspiro[5.5]undecane-9-carboxylate OCCCOC(=O)C1(CCC2(OCCCO2)CC1)NC(CC1=C(C=C(C=C1C)Cl)C)=O